3-(difluoromethyl)naphthalen-1-ol FC(C=1C=C(C2=CC=CC=C2C1)O)F